ClC1=NC=C(C(=N1)NCC1=CC=C(C=C1)C=1N(C=C(N1)C(F)(F)F)C)NCC 2-chloro-N5-ethyl-N4-(4-(1-methyl-4-(trifluoromethyl)-1H-imidazol-2-yl)benzyl)pyrimidine-4,5-diamine